NCCNC(=O)C1=CC=2N=C(N=C(C2S1)N1CCOCC1)Cl N-(2-aminoethyl)-2-chloro-4-morpholinothieno[3,2-d]pyrimidine-6-carboxamide